C1(CCCC1)N(C(C1=NC=CC(=C1O)NC1=C(C(C1=O)=O)NC1C(CCC=2N=C(SC21)C)(C)C)=O)C N-cyclopentyl-4-((3,4-dioxo-2-((2,6,6-trimethyl-4,5,6,7-tetrahydrobenzo[d]thiazol-7-yl)amino)cyclobut-1-en-1-yl)amino)-3-hydroxy-N-methylpicolinamide